FC(C(=O)O)(F)F.IC=1C=CC=C(C#N)C1 5-iodobenzonitrile trifluoroacetate salt